pyridin-2-yl-isobutyramide N1=C(C=CC=C1)C(C(=O)N)(C)C